O=C1CC[C@H](O1)C(=O)O (S)-(+)-5-oxo-2-tetrahydrofuranecarboxylic acid